5-((7-Chloro-5,8-dioxo-5,8-dihydrochinolin-6-yl)amino)-2-(4-methylpiperazin-1-yl)benzonitril ClC1=C(C(C=2C=CC=NC2C1=O)=O)NC=1C=CC(=C(C#N)C1)N1CCN(CC1)C